4-(octyloxy)benzonitrile C(CCCCCCC)OC1=CC=C(C#N)C=C1